[3-(trifluoromethyl)-6-{[(2S)-1,1,1-trifluoropropan-2-yl]Oxy}pyridin-2-yl]Aminosulfur FC(C=1C(=NC(=CC1)O[C@H](C(F)(F)F)C)N[S])(F)F